N1-(2,4-difluoro-5-((6-(4-isopropyl-4H-1,2,4-triazol-3-yl)pyridin-2-yl)carbamoyl)phenyl)-N4-(7-((2-(2,6-dioxopiperidin-3-yl)-1,3-dioxoisoindolin-4-yl)amino)heptyl)succinamide FC1=C(C=C(C(=C1)F)C(NC1=NC(=CC=C1)C1=NN=CN1C(C)C)=O)NC(CCC(=O)NCCCCCCCNC1=C2C(N(C(C2=CC=C1)=O)C1C(NC(CC1)=O)=O)=O)=O